FC1=CC=C(C=C1)C(C(=O)NC=1SC=C(C1C(=O)[O-])C)CC 2-(2-(4-fluorophenyl) butyrylamino)-4-methylthiophene-3-carboxylate